4-((1H-imidazol-1-yl)methyl)-1-(3,3-diphenylpropyl)-1H-1,2,3-triazole N1(C=NC=C1)CC=1N=NN(C1)CCC(C1=CC=CC=C1)C1=CC=CC=C1